N1(C=NC=C1)C=1N=C(C2=C(N1)C=CN2)C(=O)NC2CCC(CC2)(C)OC 2-(1H-imidazol-1-yl)-N-((1r,4r)-4-methoxy-4-methylcyclohexyl)-5H-pyrrolo[3,2-d]pyrimidine-4-carboxamide